C(C)(=O)NC=1C=C2C(=CN1)N(C=C2C2=NC(=CC(=C2)C)[C@]2(COCC2)OC)C2CCN(CC2)C(=O)OC(C)(C)C Tert-butyl 4-(5-acetamido-3-{6-[(3R)-3-methoxyoxolan-3-yl]-4-methylpyridin-2-yl}pyrrolo[2,3-c]pyridin-1-yl)piperidine-1-carboxylate